3-(8-(2,4-difluorophenyl)-6-azaspiro[3.4]octane-6-carbonyl)-1,2,4-oxadiazol-5(4H)-one FC1=C(C=CC(=C1)F)C1CN(CC12CCC2)C(=O)C2=NOC(N2)=O